N,N,N'-Tri(2-hydroxyl-propyl)-N'-hydroxyethyl-ethylenediamine OC(CN(CCN(CCO)CC(C)O)CC(C)O)C